4-[[(tert-butyldiphenylsilyl)oxy]methyl]phenyl 4-(acetyloxy)benzoate C(C)(=O)OC1=CC=C(C(=O)OC2=CC=C(C=C2)CO[Si](C2=CC=CC=C2)(C2=CC=CC=C2)C(C)(C)C)C=C1